C12C(CC(C=C1)C2)C[Si](C)(Cl)CC 5-norbornen-2-yl(ethyl)chlorodimethylsilane